2,3-phenazinediamine C1=C(C(=CC2=NC3=CC=CC=C3N=C12)N)N